OC1=CC=C(C=C1)/C=C/C(=O)C1=CC=C(C=C1)I (E)-3-(4-Hydroxyphenyl)-1-(4-iodophenyl)prop-2-en-1-one